O1C2=C(OCC1)C=C(C=C2)C2=C1C=CNC1=CC=C2 4-(2,3-dihydrobenzo[b][1,4]dioxin-6-yl)-1H-indol